The molecule is an N-acyl-15-methylhexadecasphing-4-enine-1-phosphocholine in which the acyl group has 27 carbons and 0 double bonds. It derives from a 15-methylhexadecasphing-4-enine. CCCCCCCCCCCCCCCCCCCCCCCCCCC(=O)N[C@@H](COP(=O)([O-])OCC[N+](C)(C)C)[C@@H](/C=C/CCCCCCCCCC(C)C)O